4-amino-5-(3-amino-4-mercaptophenyl)-4H-1,2,4-triazole NN1C=NN=C1C1=CC(=C(C=C1)S)N